N4-(8-chlorocinnolin-4-yl)-N2-(3-methyl-1-(2,2,2-trifluoroethyl)-1H-pyrazol-4-yl)pyridine-2,4-diamine ClC=1C=CC=C2C(=CN=NC12)NC1=CC(=NC=C1)NC=1C(=NN(C1)CC(F)(F)F)C